1-((2R,4S,5R)-5-(((tert-butyldimethylsilyl)oxy)methyl)-4-((2-sulfido-1,3,2-dithiaphospholan-2-yl)oxy)tetrahydrofuran-2-yl)-5-methylpyrimidine-2,4(1H,3H)-dione [Si](C)(C)(C(C)(C)C)OC[C@@H]1[C@H](C[C@@H](O1)N1C(NC(C(=C1)C)=O)=O)OP1(SCCS1)=S